C(C)(C)C1(CCN(CC1)C(=O)OC(C)(C)C)OC tert-butyl 4-isopropyl-4-methoxypiperidine-1-carboxylate